[Cl-].C[NH+](C1=CC=C(C=C1)[NH3+])C.[Cl-] N,N-Dimethyl-p-phenylendiammonium chloride